N1(N=CN=C1)C(=O)N1CCC2C(CCCC12)N1N=C(C(=C1N)C(=O)N)C1=CC=C(C=C1)OC1=CC=CC=C1 1-(1-(1H-1,2,4-triazole-1-carbonyl)octahydro-1H-indol-4-yl)-5-amino-3-(4-phenoxy-phenyl)-1H-pyrazole-4-carboxamide